ClC=1SC=C(N1)C1(CN(CCC1)C1=CN=C(C=C1C(=O)OC)C1=CC=C(C=C1)F)NC(=O)OC methyl 5-(3-(2-chlorothiazol-4-yl)-3-((methoxycarbonyl)amino)piperidin-1-yl)-2-(4-fluorophenyl)isonicotinate